C(=O)O.FC(C1=C(C=CC(=N1)S(=O)(=O)NC=1N=CSC1)NCC1=C(C=CC=C1CN1CCCC1)F)F 6-(difluoromethyl)-5-((2-fluoro-6-(pyrrolidin-1-ylmethyl)benzyl)amino)-N-(thiazol-4-yl)pyridine-2-sulfonamide formic acid salt